C(=O)C1CC2(CN(C2)C(=O)OC(C)(C)C)C1 tert-butyl 6-formyl-2-azaspiro(3.3)heptane-2-carboxylate